1,3-Dicyclohexylimidazolium chloride [Cl-].C1(CCCCC1)N1C=[N+](C=C1)C1CCCCC1